[Cl-].BrC1=CC(=C(C=C1)C)C=COC 4-bromo-2-(2-methoxyethenyl)-1-methylbenzene chloride